bromo-3,4-dihydroxybenzaldehyde BrC1=C(C=O)C=CC(=C1O)O